2-Tridecanon CC(CCCCCCCCCCC)=O